2-(3-((R)-(4-methyl-4H-1,2,4-triazol-3-yl)((1s,3S)-3-(trifluoromethoxy)-cyclobutyl)methyl)phenyl)-6-(((1-methylcyclobutyl)amino)methyl)-4-(trifluoromethyl)isoindolin-1-one CN1C(=NN=C1)[C@@H](C=1C=C(C=CC1)N1C(C2=CC(=CC(=C2C1)C(F)(F)F)CNC1(CCC1)C)=O)C1CC(C1)OC(F)(F)F